keto-D-gluconic acid O=C([C@H](O)[C@@H](O)[C@H](O)[C@H](O)CO)O